3-(bromomethyl)-1-(2-chlorophenyl)-5-(3-cyclopropoxyphenyl)-1H-pyrazole BrCC1=NN(C(=C1)C1=CC(=CC=C1)OC1CC1)C1=C(C=CC=C1)Cl